C1(=CC=CC=C1)C1(CCCCC1)P([O-])([O-])([O-])C1CCCCC1 phenyl-dicyclohexylphosphite